Methyl 3-(4-(2-aminoethyl)piperazin-1-yl)propanoate NCCN1CCN(CC1)CCC(=O)OC